C12C3=CC=CC=C3C(C=C1)N2 11-azatricyclo[6.2.1.02,7]Undec-2,4,6,9-tetraene